CS(=O)(=O)N1CCC(CC1)NC1=NC=C(C(=N1)C=1N=CN(C1)C1=C(C=C(CN2CC(C2)O)C=C1)C(F)(F)F)C(F)(F)F 1-(4-(4-(2-((1-(Methylsulfonyl)piperidin-4-yl)amino)-5-(trifluoromethyl)pyrimidin-4-yl)-1H-imidazol-1-yl)-3-(trifluoromethyl)benzyl)azetidin-3-ol